tungsten-vanadium-copper [Cu].[V].[W]